F[C@H]1NCCC1 (2R,7aS)-2-fluorotetrahydro-1H-pyrrole